(R)-4-((R)-2-((4-(2-chloro-4-fluorophenyl)-1-oxo-1,2-dihydroisoquinolin-7-yl)oxy)propanoyl)morpholine-2-carboxylic acid ClC1=C(C=CC(=C1)F)C1=CNC(C2=CC(=CC=C12)O[C@@H](C(=O)N1C[C@@H](OCC1)C(=O)O)C)=O